BrC=1C=C(C=CC1)C(C1CN(C1)C(=O)[O-])C1=NN=CN1C 3-((3-bromophenyl)(4-methyl-4H-1,2,4-triazol-3-yl)methyl)azetidine-1-carboxylate